N-((2-(6-(7-amino-5-azaspiro[2.4]heptan-5-yl)pyridin-2-yl)-1,6-naphthyridin-7-yl)methyl)-4-methyl-3-(methylsulfonyl)benzamide NC1CN(CC12CC2)C2=CC=CC(=N2)C2=NC1=CC(=NC=C1C=C2)CNC(C2=CC(=C(C=C2)C)S(=O)(=O)C)=O